C1(CC1)N(C(OC(C)(C)C)=O)C1CCN(CC1)C1=CC=C(C=2N=C(OC21)OC)C(NC=2C=C(C=1N(C2)C=C(N1)C)F)=O tert-butyl N-cyclopropyl-N-[1-[4-[(8-fluoro-2-methyl-imidazo[1,2-a]pyridin-6-yl)carbamoyl]-2-methoxy-1,3-benzoxazol-7-yl]-4-piperidyl]carbamate